4-(8-(trifluoromethyl)-2H-thiochromen-4-yl)-1H-imidazole FC(C=1C=CC=C2C(=CCSC12)C=1N=CNC1)(F)F